N=1C=NN2C1C=C(C=C2)OC2=C(C=C(C=C2)NC2=NC=NC1=CC=3OC[C@H]4N(C3N=C12)CCNC4)C (S)-N-(4-([1,2,4]triazolo[1,5-a]pyridin-7-yloxy)-3-methylphenyl)-1,2,3,4,4a,5-hexahydropyrazino[1,2-d]pyrimido[4',5':5,6]pyrido[3,2-b][1,4]oxazin-11-amine